2,2-dimethoxy-1,3-dimethyl-1,3-diaza-2-silacyclopentane CO[Si]1(N(CCN1C)C)OC